N1=CC=C(C=C1)C=1C=C(C=CC1)C(C)=O 1-(3-(pyridin-4-yl)phenyl)ethan-1-one